C1(CC1)C1=NNC(=C1)NC(C(C)C=1N=C2N(C=C(C(=C2)C)F)C1)=O N-(3-cyclopropyl-1H-pyrazol-5-yl)-2-(6-fluoro-7-methylimidazo[1,2-a]pyridin-2-yl)propanamide